8-(1-hydroxyethyl)-2-methoxy-3-((4-methoxy-benzyl)oxy)-6H-benzo[c]chromen-6-one OC(C)C=1C=CC2=C(C(OC3=CC(=C(C=C23)OC)OCC2=CC=C(C=C2)OC)=O)C1